4-FORMYL-HEXANOIC ACID METHYL ESTER COC(CCC(CC)C=O)=O